2-((R)-3-(4-((R)-3-(4-Fluorophenyl)pyrrolidin-1-carbonyl)phenoxy)-2-hydroxypropyl)-2H-tetrazol-5-carboxamid FC1=CC=C(C=C1)[C@@H]1CN(CC1)C(=O)C1=CC=C(OC[C@@H](CN2N=C(N=N2)C(=O)N)O)C=C1